C[N+](C)(CCCCCCCCCCCCCC)[O-] N,N-dimethyl-tetradecylamine N-oxide